N[C@H](CC=1C=C2C(=NC(=NN2C1Br)Cl)NCC=1SC=C(C1)F)[C@H](C)F 6-((2R,3S)-2-amino-3-fluorobutyl)-7-bromo-2-chloro-N-((4-fluorothiophen-2-yl)methyl)pyrrolo[2,1-f][1,2,4]triazin-4-amine